(+/-)-exo-trans-tert-Butyl 3-(4-Methoxyphenyl)-2-{[(3-oxoisoindolin-5-yl)oxy]methyl}-8-azabicyclo[3.2.1]octane-8-carboxylate COC1=CC=C(C=C1)C1C(C2CCC(C1)N2C(=O)OC(C)(C)C)COC=2C=C1C(NCC1=CC2)=O